2-(2-(cyclobutanesulfonylamino)pyrimidin-4-yl)-N-(4-(6-ethoxypyrazin-2-yl)-2-methylphenyl)-2-methylpropanamide C1(CCC1)S(=O)(=O)NC1=NC=CC(=N1)C(C(=O)NC1=C(C=C(C=C1)C1=NC(=CN=C1)OCC)C)(C)C